1-hexyl-heptenol C(CCCCC)C(=CCCCCC)O